(Z)-6,6,6-trifluoro-2-(2-(2-methoxyethoxy)acetyl)-5-oxohex-3-enoic acid ethyl ester C(C)OC(C(\C=C/C(C(F)(F)F)=O)C(COCCOC)=O)=O